FC1=C(CC2=C(C=C(OCC(=O)NC)C=C2C)C)C=CC(=C1C(C)C)O 2-(4-(2-fluoro-4-hydroxy-3-isopropylbenzyl)-3,5-dimethylphenoxy)-N-methylacetamide